Ytterbium iridium oxide [Ir]=O.[Yb]